4-((5-bromo-4-methoxy-2-nitrobenzylidene)amino)-3,3-difluoropiperidine-1-carboxylic acid tert-butyl ester C(C)(C)(C)OC(=O)N1CC(C(CC1)N=CC1=C(C=C(C(=C1)Br)OC)[N+](=O)[O-])(F)F